ClC1=C(C=CC=C1Cl)C1=NC2=NC(=NC=C2N1)N1CCC2(CC1)[C@@H](C1=CC=CC=C1C2)N (S)-1'-(8-(2,3-dichlorophenyl)-7H-purin-2-yl)-1,3-dihydrospiro[indene-2,4'-piperidin]-1-amine